CN([C@H](CNC(C[C@H](C)C1=CC=C(C=C1)C)=O)CC=1C=C2C=NNC2=CC1)C (S)-N-((S)-2-(dimethylamino)-3-(1H-indazol-5-yl)propyl)-3-(p-tolyl)butanamide